COC1=C(C=C(C(=C1)N(CCNC)C)[N+](=O)[O-])NC1=NC=CC(=N1)C1=CN(C2=CC=CC=C12)C 2-methoxy-N4-methyl-N4-[2-(methylamino)ethyl]-N1-[4-(1-methylindol-3-yl)pyrimidin-2-yl]-5-nitro-benzene-1,4-diamine